ClC1=CC2=C(C=C(S2)C(=O)O)C=C1 6-chlorobenzothiophene-2-carboxylic acid